N(=NC1CCC(CC1)C#N)C1CCC(CC1)C#N 4,4'-azobiscyclohexanecarbonitrile